Cl.Cl.FC=1C=C(C=CC1C=1CCNCC1)NC(C1=CC(=C(C=C1)C=1CCNCC1)C)=O N-[3-fluoro-4-(1,2,3,6-tetrahydro-pyridin-4-yl)-phenyl]-3-methyl-4-(1,2,3,6-tetrahydro-pyridin-4-yl)-benzamide 2HCl